N-(2-bromobenzyl)-1,1-dimethoxypropan-2-amine BrC1=C(CNC(C(OC)OC)C)C=CC=C1